ClC=1C(=NC=CC1)N1N=C(C=C1C1=NC2=C(C(O1)=O)C1=C(C=C2C)N=NN1)OCC(F)(F)F 7-[2-(3-chloro-2-pyridyl)-5-(2,2,2-trifluoroethoxy)pyrazol-3-yl]-5-methyl-1H-triazolo[4,5-f][3,1]benzoxazin-9-one